FC1=C(C=CC=C1)NC(OC1CN(CC1(F)F)C=1C=2N(N=C(C1)C=1C(=NC(=NC1)OC)OC)C=CN2)=O 1-(6-(2,4-dimethoxypyrimidin-5-yl)imidazo[1,2-b]pyridazin-8-yl)-4,4-difluoropyrrolidin-3-yl (2-fluorophenyl)carbamate